(R)-2-acetoxy-4-((5-(4-chlorophenyl)-1-(2,4-dichlorophenyl)-4-methyl-1H-pyrazol-3-yl)amino)-N,N,N-trimethyl-4-oxobutan-1-aminium C(C)(=O)O[C@@H](C[N+](C)(C)C)CC(=O)NC1=NN(C(=C1C)C1=CC=C(C=C1)Cl)C1=C(C=C(C=C1)Cl)Cl